BrC1=C(C=C(C(=C1)F)[N+](=O)[O-])NC(=O)N[C@@H](C)C=1N(N=CN1)C1=NC=CC=N1 1-(2-bromo-4-fluoro-5-nitro-phenyl)-3-[(1S)-1-(2-pyrimidin-2-yl-1,2,4-triazol-3-yl)ethyl]urea